CC1=C(C=C(C=C1)B(O)O)OC(F)(F)F 4-METHYL-3-(TRIFLUOROMETHOXY)PHENYLBORONIC ACID